(5'S,7a'R)-5'-(3,5-difluoro-phenyl)-1-(furan-3-carbonyl)tetrahydro-3'H-spiro-[piperidine-4,2'-pyrrolo-[2,1-b]oxazol]-3'-one FC=1C=C(C=C(C1)F)[C@@H]1CC[C@H]2OC3(C(N21)=O)CCN(CC3)C(=O)C3=COC=C3